1-benzyl-2-(p-tolyl)-1H-benzo[d]imidazole-6-carbonitrile C(C1=CC=CC=C1)N1C(=NC2=C1C=C(C=C2)C#N)C2=CC=C(C=C2)C